tert-butyl-5-((4-(4-(trifluoromethyl)thiazol-2-yl)piperazin-1-yl)sulfonyl)indoline-1-carboxylate C(C)(C)(C)OC(=O)N1CCC2=CC(=CC=C12)S(=O)(=O)N1CCN(CC1)C=1SC=C(N1)C(F)(F)F